3-(2-thienyl)-2-propen-1-one S1C(=CC=C1)C=CC=O